6-methoxy-N-(2,2,2-trifluoro-1-(4-fluorophenyl)ethyl)pyridazine-4-sulfonamide COC1=CC(=CN=N1)S(=O)(=O)NC(C(F)(F)F)C1=CC=C(C=C1)F